5-{5-chloropyrazolo[1,5-a]pyridin-3-yl}-N-[(R)-(4-cyclopropanesulfonamidopyridin-2-yl)((3R)-oxolan-3-yl)methyl]-1,3-thiazole-2-carboxamide ClC1=CC=2N(C=C1)N=CC2C2=CN=C(S2)C(=O)N[C@H]([C@@H]2COCC2)C2=NC=CC(=C2)NS(=O)(=O)C2CC2